ClC1=C(CNC(=O)C=2N=CN(C2)C2=NC(=NC=C2C)N[C@@H]2COCC2)C=CC=C1Cl (S)-N-(2,3-dichlorobenzyl)-1-(5-methyl-2-((tetrahydrofuran-3-yl)amino)-pyrimidin-4-yl)-1H-imidazole-4-carboxamide